CC1(OB(OC1(C)C)C=1C=NN(C1)CC1CCN(CC1)C(=O)OC(C)(C)C)C tert-Butyl 4-[[4-(4,4,5,5-tetramethyl-1,3,2-dioxaborolan-2-yl)pyrazol-1-yl]methyl]piperidine-1-carboxylate